FC=1C(=NC=CC1C=1C=C2N(N=CC=C2N2CC3CCC(C2)N3C(=O)OC(C)(C)C)C1)OC tert-butyl 3-(6-(3-fluoro-2-methoxypyridin-4-yl)pyrrolo[1,2-b]pyridazin-4-yl)-3,8-diazabicyclo[3.2.1]octane-8-carboxylate